S(=O)(=O)(O)O.C#CCCCCCCCCCCCC tetradecyn sulfate